3-((3,3-difluorocyclopentyl)oxy)-4-nitro-1-((2-(trimethylsilyl)ethoxy)methyl)-1H-pyrazole FC1(CC(CC1)OC1=NN(C=C1[N+](=O)[O-])COCC[Si](C)(C)C)F